(S)-(4-(7-fluorobenzo[d]thiazol-2-yl)-6,7-dihydro-1H-imidazo[4,5-c]pyridin-5(4H)-yl)(5-methyl-1,3,4-thiadiazol-2-yl)methanone FC1=CC=CC=2N=C(SC21)[C@H]2N(CCC1=C2N=CN1)C(=O)C=1SC(=NN1)C